1,3-bis(3-oxetanylmethoxy)propane O1CC(C1)COCCCOCC1COC1